NC1=CC(=C(C=C1)N1CCN(CC1)C1C(CNCC1)(F)F)F 4-[4-(4-amino-2-fluoro-phenyl)piperazin-1-yl]-3,3-difluoro-piperidine